FC(C)(F)C1=CC=C(C=C1)CN [4-(1,1-difluoroethyl)phenyl]methylamine